N1N=CC(=C1)C1=CC=2C(=NC=CC2S1)N(C(C1=C(C=C(C=C1)N1N=NC=2C1=NC=CC2)F)=O)[C@H]2CNCCC2 (R)-N-(2-(1H-pyrazol-4-yl)thieno[3,2-c]pyridin-4-yl)-4-(3H-[1,2,3]triazolo[4,5-b]pyridin-3-yl)-2-fluoro-N-(piperidin-3-yl)benzamide